N1(CCCC1)C1=CC=C(C=C1)C1CCNCC1 4-(4-(pyrrolidin-1-yl)phenyl)piperidine